ethyl 5-amino-1-(3,5-dichlorophenyl)-1H-imidazole-4-carboxylate NC1=C(N=CN1C1=CC(=CC(=C1)Cl)Cl)C(=O)OCC